C(C)C(C(=O)OCC(OC(C(CCCC)CC)=O)COC(C(CCCC)CC)=O)CCCC Glycerol tri(ethylhexanoate)